C(C1=CC=CC=C1)OC=1C=C(C(=CC1)C1C(CC=CC1)NC(C)=O)C1=CC(=CC=C1)F N-(4'-(benzyloxy)-3''-fluoro-1,2,3,6-tetrahydro-[1,1':2',1''-terphenyl]-2-yl)acetamide